2-(trans-4-(((trans-4-(6-Cyano-5-methoxypyridin-2-yl)cyclohexyl)methyl)(4-(1-isopropyl-1H-pyrazol-4-yl)pyridin-2-yl)carbamoyl)cyclohexyl)acetic acid C(#N)C1=C(C=CC(=N1)[C@@H]1CC[C@H](CC1)CN(C(=O)[C@@H]1CC[C@H](CC1)CC(=O)O)C1=NC=CC(=C1)C=1C=NN(C1)C(C)C)OC